CN1C(N(C2=C1C(=CC=C2)C#CCOCC#C)C2C(NC(CC2)=O)=O)=O 3-[3-methyl-2-oxo-4-[3-(prop-2-yn-1-yloxy)prop-1-yn-1-yl]-1,3-benzodiazol-1-yl]piperidine-2,6-dione